ClC1=CC=C(C=C1)NC(C(N1CCC(CC1)C1=CC=CC=C1)=O)=O N-(4-chlorophenyl)-2-oxo-2-(4-phenylpiperidin-1-yl)acetamide